1-(4-[(2-chloro-6-fluorophenyl)carbamoyl]-2-fluoro-5-{[(2S)-1,1,1-trifluoropropan-2-yl]oxy}phenyl)-4-cyclopropyl-5-oxo-4,5-dihydro-1H-1,2,4-triazole-3-carboxylic acid ClC1=C(C(=CC=C1)F)NC(=O)C1=CC(=C(C=C1O[C@H](C(F)(F)F)C)N1N=C(N(C1=O)C1CC1)C(=O)O)F